N-(2,6-Dichlorophenyl)-4-(2-methoxyethoxy)-2-(methylsulfanyl)pyrimidine-5-carboxamide ClC1=C(C(=CC=C1)Cl)NC(=O)C=1C(=NC(=NC1)SC)OCCOC